glycidoxytriethoxysilane C(C1CO1)O[Si](OCC)(OCC)OCC